OC1=CC(=C(C(=C1)C)C(C(=O)O)=C)OC 2-(4-hydroxy-2-methoxy-6-methylphenyl)acrylic acid